tert-butyl N-[2-[6-[(5-cyclobutylthiazol-2-yl)amino]2-ethyl-pyrimidin-4-yl]oxyethyl]carbamate C1(CCC1)C1=CN=C(S1)NC1=CC(=NC(=N1)CC)OCCNC(OC(C)(C)C)=O